4,4a-dimethyl-6-(prop-1-en-2-yl)-4,4a,5,6,7,8-hexahydronaphthalen-2(3H)-one CC1CC(C=C2CCC(CC12C)C(=C)C)=O